BrC=1C(=CC=C2NCC(N(C12)C)=O)F 8-bromo-7-fluoro-1-methyl-3,4-dihydroquinoxalin-2(1H)-one